5-Cyclopropyl-1-methyl-1H-pyrazole-4-carbonyl chloride C1(CC1)C1=C(C=NN1C)C(=O)Cl